C(#N)C=1C=C(C=CC1)C1=C(C(=CC=C1)NC=1C(=NC(=CN1)C1CC1)C(=O)O)OCC(F)(F)F 3-((3'-cyano-2-(2,2,2-trifluoroethoxy)-[1,1'-biphenyl]-3-yl)amino)-6-cyclopropylpyrazin-2-carboxylic Acid